cyclopenta-3,5-diene-1,3-dicarboxaldehyde C=1(CC(=CC1)C=O)C=O